C1(=CC=CC=2[Se]C3=C(C21)C=CC=C3)C=3C(=C(C=CC3)C3=CC=CC=C3)C3=NN=NC(=C3C3=C(C=CC=C3)C3=CC=CC=C3)C3=C(C(=CC=2C1=CC=CC=C1CC32)C)C dibenzoselenophenyl-[dimethylfluorenyl(biphenylyl)triazinyl]biphenyl